2-(2-phenoxyethoxy)ethylacrylic acid O(C1=CC=CC=C1)CCOCCC(C(=O)O)=C